1-((2S,4R)-4-((4-(2,5-diazabicyclo[2.2.1]heptane-2-carbonyl)phenyl)amino)-2-methyl-3,4-dihydroquinolin-1(2H)-yl)propan-1-one C12N(CC(NC1)C2)C(=O)C2=CC=C(C=C2)N[C@@H]2C[C@@H](N(C1=CC=CC=C21)C(CC)=O)C